BrC1=CC(=NN1C(C)C)C(F)(F)F 5-bromo-1-isopropyl-3-(trifluoromethyl)-1H-pyrazole